2-[[5-(4-chlorophenyl)-3-methyl-triazol-4-yl]methyl]-5-(dimethylamino)pyridazin-3-one ClC1=CC=C(C=C1)C1=C(N(N=N1)C)CN1N=CC(=CC1=O)N(C)C